NC([C@H](CCC(=O)OC(C)(C)C)N1C(C2=CC=C(C=C2C1)OCC#C)=O)=O (S)-tert-butyl 5-amino-5-oxo-4-(1-oxo-5-(prop-2-yn-1-yloxy)isoindolin-2-yl)pentanoate